CN(C1=CC(=C(C=O)C=C1)OC)C 4-(dimethylamino)-2-methoxybenzaldehyde